[Cl-].[Cl-].[Cl-].[Ti+3].C(C)(C)(C)C1=C(C(C=NC2=C(C=CC=C2)OC)=CC(=C1)C(C)(C)C)O 3,5-di-tert-butyl-salicylidene-2-methoxyaniline titanium trichloride